5,7-di-tert-butyl-2-(4-tetrahydropyranyl)benzo[d]oxazole C(C)(C)(C)C=1C=C(C2=C(N=C(O2)C2CCOCC2)C1)C(C)(C)C